C1(CC1)C1=C(C(=CC=C1)CN1C[C@H](N[C@H](C1)C)C)O 2-cyclopropyl-6-(((3r,5s)-3,5-dimethylpiperazin-1-yl)methyl)phenol